(2R,3S,4S,5R)-3-(6-(difluoromethyl)-2-methoxypyridin-3-yl)-N-(6-(hydroxymethyl)pyridin-3-yl)-4,5-dimethyl-5-(trifluoromethyl)tetrahydrofuran-2-carboxamide FC(C1=CC=C(C(=N1)OC)[C@H]1[C@@H](O[C@]([C@H]1C)(C(F)(F)F)C)C(=O)NC=1C=NC(=CC1)CO)F